(Z)-1-(4-amino-2-fluorobut-2-en-1-yl)-4-(3-(N,N-dimethylsulfamoyl)-4-methoxyphenyl)-1H-benzo[d]imidazole-6-carboxylic acid methyl ester COC(=O)C=1C=C(C2=C(N(C=N2)C/C(=C/CN)/F)C1)C1=CC(=C(C=C1)OC)S(N(C)C)(=O)=O